1-(4-trifluoromethylphenyl)imidazo[1,5-a]quinoline-3-carbonitrile FC(C1=CC=C(C=C1)C1=NC(=C2N1C1=CC=CC=C1C=C2)C#N)(F)F